C(CCS(=O)(=O)[O-])S(=O)(=O)[O-].[K+].[K+] potassium propanedisulfonate